C(C)(C)(C)OC(=O)N1C[C@H](C(C1)=C)OC(C1=CC=CC=C1)=O (S)-3-(benzoyloxy)-4-methylenepyrrolidine-1-carboxylic acid tert-butyl ester